tin tetraethoxide [O-]CC.[O-]CC.[O-]CC.[O-]CC.[Sn+4]